ClC=1C=C(C(=NC1)OC=1C=CC=2N(N1)C(=C(N2)C(=O)NC2(CCS(CC2)(=O)=O)C)C)OCC(F)F 6-((5-Chloro-3-(2,2-difluoroethoxy)pyridin-2-yl)oxy)-3-methyl-N-(4-methyl-1,1-dioxidotetrahydro-2H-thiopyran-4-yl)imidazo[1,2-b]pyridazine-2-carboxamide